3-(but-3-yn-1-yl)-6-(pyridin-4-yl)-1,4-dihydro-1,2,4,5-tetrazine C(CC#C)C1=NNC(=NN1)C1=CC=NC=C1